1-(4-(3-chlorobenzyl)-3,4-dihydroquinoxalin-1(2H)-yl)-3-(piperidin-1-yl)propan-1-one bis(2-hexyldecyl)6,6'-(butane-1,4-diylbis((3-amino-2-hydroxypropyl)azanediyl))dihexanoate C(CCCCC)C(COC(CCCCCN(CCCCN(CC(CN)O)CCCCCC(=O)OCC(CCCCCCCC)CCCCCC)CC(CN)O)=O)CCCCCCCC.ClC=1C=C(CN2CCN(C3=CC=CC=C23)C(CCN2CCCCC2)=O)C=CC1